3-nitro-4-(piperidin-1-yl)benzonitrile [N+](=O)([O-])C=1C=C(C#N)C=CC1N1CCCCC1